FC(C(C(C(F)(F)F)(F)F)(F)F)(S(=O)(=O)O)F.C(O)C(C(C1=CC=CC=C1)=O)(O)C1=CC=CC=C1 α-methylolbenzoin perfluoro-n-butanesulfonate